(N-(4-(3-methyl-4-oxo-3,4-dihydro-phthalazin-1-yl)benzyl)sulfamoyl)carbamic acid tert-butyl ester C(C)(C)(C)OC(NS(NCC1=CC=C(C=C1)C1=NN(C(C2=CC=CC=C12)=O)C)(=O)=O)=O